tert-butyl (1-(4-(trifluoromethyl)phenyl)-1,2,3,4-tetrahydroquinolin-3-yl)carbamate FC(C1=CC=C(C=C1)N1CC(CC2=CC=CC=C12)NC(OC(C)(C)C)=O)(F)F